4-chloro-3-(1,1-difluoro-2-(4-hydroxypiperidin-1-yl)-2-oxoethyl)-N-(3,4,5-trifluorophenyl)benzamide ClC1=C(C=C(C(=O)NC2=CC(=C(C(=C2)F)F)F)C=C1)C(C(=O)N1CCC(CC1)O)(F)F